4,5,6,7-tetrahydro-5-methyl-4,6-ethanothieno[3,2-c]pyridine-3-carboxamide CN1C2C3=C(CC1CC2)SC=C3C(=O)N